2-amino-N-(5-chloro-6-(o-tolyl)pyridin-2-yl)pyridine-4-sulfonamide NC1=NC=CC(=C1)S(=O)(=O)NC1=NC(=C(C=C1)Cl)C1=C(C=CC=C1)C